N1-[4-(1-carbamimidoyl-1,2,3,6-tetrahydro-pyridin-4-yl)-phenyl]-N4-(4-guanidinomethyl-phenyl)-2-methyl-terephthalamide C(N)(=N)N1CCC(=CC1)C1=CC=C(C=C1)NC(C1=C(C=C(C(=O)NC2=CC=C(C=C2)CNC(=N)N)C=C1)C)=O